BrC1=CC=CC=2C(NOC21)=O 7-bromobenzo[d]isoxazol-3(2H)-one